(S)-2-(((1-(4-Fluorobenzyl)-1H-pyrazol-4-yl)methyl)amino)-4,5-dimethyl-4,5,9,10-Tetrahydro-6H,8H-pyrido[3,2,1-de]pterid-6-one FC1=CC=C(CN2N=CC(=C2)CNC=2N=C3N([C@H](C(N4C3=C(N2)CCC4)=O)C)C)C=C1